5-(4-(2-methyl-2-butoxycarbonyl)phenyl)-7-oxo-bicyclo[2.2.1]Hept-2-ene CC(C)(CC)OC(=O)C1=CC=C(C=C1)C1C2C=CC(C1)C2=O